3-(2-aminoethylamino)propylmethyldiethoxysilane NCCNCCC[Si](OCC)(OCC)C